[6-[1-[2-(aminomethyl)-3,3-difluoro-allyl]-5-oxo-1,2,4-triazol-4-yl]-5-methyl-3-pyridinyl]-3-methyl-1,4-dihydroquinazolin-2-one trifluoroacetate FC(C(=O)O)(F)F.NCC(CN1N=CN(C1=O)C1=C(C=C(C=N1)N1C(N(CC2=CC=CC=C12)C)=O)C)=C(F)F